5-((3,4-dibromothiophen-2-yl)(hydroxy)methyl)-N-methoxy-N-methyl-1-((2-(trimethylsilyl)ethoxy)methyl)-1H-pyrazole-4-carboxamide BrC1=C(SC=C1Br)C(C1=C(C=NN1COCC[Si](C)(C)C)C(=O)N(C)OC)O